3,4-dihydro-2H-chromene O1CCCC2=CC=CC=C12